2-(3-cyanophenyl)-3-(3-fluoro-2,6-dimethyl-4-pyridinyl)-N-(2-hydroxy-2-methyl-propyl)pyrazolo[1,5-a]pyrimidine-5-carboxamide C(#N)C=1C=C(C=CC1)C1=NN2C(N=C(C=C2)C(=O)NCC(C)(C)O)=C1C1=C(C(=NC(=C1)C)C)F